OC=C1C(CC(CC1=O)C1=C(C=C(C=C1)OC)OC)=O 2-(hydroxymethylene)-5-(2,4-dimethoxyphenyl)cyclohexane-1,3-dione